1-ethyl-2-(5-fluoropyridin-3-yl)-6-(2-(2-(trifluoromethyl)pyridin-4-yl)-2,6-diazaspiro[3.4]octan-6-yl)-1H-imidazo[4,5-b]pyrazine C(C)N1C(=NC=2C1=NC(=CN2)N2CC1(CN(C1)C1=CC(=NC=C1)C(F)(F)F)CC2)C=2C=NC=C(C2)F